C=1N=CN2C1C1=CC=CC=C1C2C(C(C)C)O 1-(5H-imidazolo[5,1-a]isoindol-5-yl)-2-methylpropan-1-ol